BrC=1C=CC=2N(C1)C=C(N2)C2N(CC(C2)OC)C {6-bromoimidazo[1,2-a]pyridine-2-yl}-4-methoxy-1-methylpyrrolidine